4-(((1R,3R,5S)-8-azabicyclo[3.2.1]oct-3-yloxy)methyl)-5-cyclopropyl-3-(2,6-difluorophenyl)isoxazole [C@H]12CC(C[C@H](CC1)N2)OCC=2C(=NOC2C2CC2)C2=C(C=CC=C2F)F